((5S,7S)-5-(4-chloro-1-methyl-1H-pyrazol-3-yl)-7-fluoro-6,7-dihydro-5H-pyrrolo[1,2-b][1,2,4]triazol-2-yl)(cyclopropyl)methanone ClC=1C(=NN(C1)C)[C@@H]1C[C@@H](C=2N1N=C(N2)C(=O)C2CC2)F